6-{[5-methyl-3-(6-methylpyridin-3-yl)-1,2-oxazol-4-yl]methoxy}-2-(oxolane-3-carbonyl)-1,2,3,4-tetrahydro-2,7-naphthyridine CC1=C(C(=NO1)C=1C=NC(=CC1)C)COC=1C=C2CCN(CC2=CN1)C(=O)C1COCC1